ClC1=C(N=C(NC1=O)C1=CC=NC=C1)C1CCN(CC1)C(=O)C1=NOC(=C1)C 5-chloro-4-[1-(5-methylisoxazole-3-carbonyl)-4-piperidinyl]-2-(4-pyridinyl)-1H-pyrimidin-6-one